3-[(3-chloro-2-methoxyphenyl)amino]-2-(3-{2-[3,3-dimethyl-1-(prop-2-enoyl)azetidin-2-yl]ethynyl}pyridin-4-yl)-1H,5H,6H,7H-pyrrolo[3,2-c]pyridin-4-one ClC=1C(=C(C=CC1)NC1=C(NC2=C1C(NCC2)=O)C2=C(C=NC=C2)C#CC2N(CC2(C)C)C(C=C)=O)OC